CNCCC 3-Methylaminopropan